2-(8-(4-methoxyphenyl)imidazo[1,5-a]pyridin-3-yl)propan-2-amine COC1=CC=C(C=C1)C=1C=2N(C=CC1)C(=NC2)C(C)(C)N